(6-(tert-butyl)pyridin-2-yl)-7-azaspiro[3.5]nonane-7-carboxylic acid tert-butyl ester C(C)(C)(C)OC(=O)N1CCC2(CCC2C2=NC(=CC=C2)C(C)(C)C)CC1